N[C@H](COC1CC1)C1=CC=2N(N=C1Cl)C=C(N2)[C@H](CC(C(F)(F)F)(C)C)NC(OC(C)(C)C)=O tert-Butyl ((S)-1-(7-((S)-1-amino-2-cyclopropoxyethyl)-6-chloroimidazo[1,2-b]pyridazin-2-yl)-4,4,4-trifluoro-3,3-dimethylbutyl)carbamate